N-[(3R)-4,4-difluoro-1-{5-[5-fluoro-3-(2,4,6-trifluorophenyl)pyridin-2-yl]-4,5-dihydro-1,2-oxazol-3-yl}pyrrolidin-3-yl]ethanesulfonamide FC1([C@@H](CN(C1)C1=NOC(C1)C1=NC=C(C=C1C1=C(C=C(C=C1F)F)F)F)NS(=O)(=O)CC)F